1-((1R,4S)-4-(Hydroxymethyl)cyclopent-2-en-1-yl)pyrimidine-2,4(1H,3H)-dione OC[C@@H]1C=C[C@@H](C1)N1C(NC(C=C1)=O)=O